S1C(=NC=C1)N1C(CC(C1)C(=O)N)C(=O)N (1,3-thiazol-2-yl)pyrrolidine-2,4-dicarboxamide